(S)-N-((3-CYANO-4-((1-(DIMETHYLAMINO)-5-(4-FLUOROPHENYL)PENTAN-3-YL)AMINO)-5-FLUOROPHENYL)SULFONYL)-4-METHYL-2-OXABICYCLO[2.2.2]OCTANE-1-CARBOXAMIDE C(#N)C=1C=C(C=C(C1N[C@H](CCN(C)C)CCC1=CC=C(C=C1)F)F)S(=O)(=O)NC(=O)C12OCC(CC1)(CC2)C